Diethyl 1-[2-(3-chloro-4-methylphenyl)-2-oxoethyl]-4-(2,2-difluorocyclopropyl)-1H-pyrazole-3,5-dicarboxylate ClC=1C=C(C=CC1C)C(CN1N=C(C(=C1C(=O)OCC)C1C(C1)(F)F)C(=O)OCC)=O